3-[4-Fluoro-3-methyl-2-oxo-5-[3-(piperazin-1-ylmethyl)azetidin-1-yl]benzimidazol-1-yl]piperidine-2,6-dione FC1=C(C=CC=2N(C(N(C21)C)=O)C2C(NC(CC2)=O)=O)N2CC(C2)CN2CCNCC2